6-(3-(3-(((S)-1-(2-methoxypyridin-4-yl)ethyl)amino)propanoyl)-3,8-diazabicyclo[3.2.1]octan-8-yl)nicotinonitrile COC1=NC=CC(=C1)[C@H](C)NCCC(=O)N1CC2CCC(C1)N2C2=NC=C(C#N)C=C2